C(C)(C)(C)[Si](C)(C)OC1=CC(=CC2=CC=CC=C12)SCC1=CC=C(C=C1)OC tert-butyl-((3-((4-methoxybenzyl)thio)naphthalen-1-yl)oxy)dimethyl-silane